BrC1=C(C=C2C=CN(C(C2=C1)=O)C)OC 7-bromo-6-methoxy-2-methylisoquinolin-1(2H)-one